palladium-palladium-nickel [Ni].[Pd].[Pd]